1,2-dibromoethane BrCCBr